(E)-1,3-diethyl-8-(3-(fluoromethoxy)-4-methoxystyryl)-7-methyl-3,7-dihydro-1H-purine-2,6-dione C(C)N1C(N(C=2N=C(N(C2C1=O)C)\C=C\C1=CC(=C(C=C1)OC)OCF)CC)=O